maleic acid dilithium [Li].[Li].C(\C=C/C(=O)O)(=O)O